propylene glycol diadipate C(CCCCC(=O)O)(=O)O.C(CCCCC(=O)O)(=O)O.C(C(C)O)O